2-amino-1-(4-bromophenyl)ethan-1-one NCC(=O)C1=CC=C(C=C1)Br